CC1(CCC1)NC(C)C=1C=C(C=2N(C(C=CN2)=O)C1)C(F)(F)F 7-(1-((1-methylcyclobutyl)amino)ethyl)-9-(trifluoromethyl)-4H-pyrido[1,2-a]pyrimidin-4-one